N1C=C(C2=CC=CC=C12)CNCCCCCCCCCCCCCC N-(3-indolyl-methyl)tetradecane-1-amine